ClC=1C(=CC=2[C@@H]3N(N4C(C2C1)=CC(C(=C4)C(=O)O)=O)C4(CC3)COC4)OCCCOC (R)-11'-chloro-12'-(3-methoxypropoxy)-8'-oxo-1',2',8',13b'-tetrahydrospiro[oxetane-3,3'-pyrido[2,1-a]pyrrolo[1,2-c]phthalazine]-7'-carboxylic acid